2-chlorobenzonitrile tert-butyl-(4,6-bis(trifluoromethyl)pyridin-2-yl)-L-prolinate C(C)(C)(C)[C@@]1(N(CCC1)C1=NC(=CC(=C1)C(F)(F)F)C(F)(F)F)C(=O)O.ClC1=C(C#N)C=CC=C1